2-(4,4-dimethyl-1-piperidyl)-3,6-dimethyl-8-[1-[2-(4,4,5,5-tetramethyl-1,3,2-dioxaborolan-2-yl)anilino]ethyl]chromen-4-one CC1(CCN(CC1)C=1OC2=C(C=C(C=C2C(C1C)=O)C)C(C)NC1=C(C=CC=C1)B1OC(C(O1)(C)C)(C)C)C